O1C=C(C=C1)C1=NNC2=C(C=C(C=C12)N)C 3-(furan-3-yl)-7-methyl-1H-indazol-5-amine